(+)-(2S)-N-{4-[cis-3-Anilino-4-oxo-1,4,5,5a,6,7,8,8a-octahydrocyclopenta[b]pyrrolo[2,3-d]pyridin-2-yl]pyridin-2-yl}-4,4-difluoro-2-(4-fluorophenyl)butanamid N(C1=CC=CC=C1)C1=C(NC=2[C@@H]3[C@H](NC(C21)=O)CCC3)C3=CC(=NC=C3)NC([C@@H](CC(F)F)C3=CC=C(C=C3)F)=O